FC1=C(C=CC=C1)C1=CC=NC(=C1C(=O)O)C1CCOCC1 4-(2-fluorophenyl)-2-(tetrahydro-2H-pyran-4-yl)nicotinic acid